BrC=1C(=C(C=CC1)NC1=NC=NC2=CC3=C(C=C12)OC[C@H](O3)CCN3CCN(CC3)C)F |r| (±)-N-(3-Bromo-2-fluorophenyl)-8-[2-(4-methylpiperazin-1-yl)ethyl]-7,8-dihydro[1,4]dioxino[2,3-g]quinazolin-4-amine